ClC1=CC=C(C=N1)CN1C=CC=C2C1=NC(N(C2=O)CCC)=O 8-((6-chloropyridin-3-yl)methyl)-3-propylpyrido[2,3-d]pyrimidine-2,4(3h,8h)-dione